ClC1=C(COC=2C=C3CCC(C3=CC2)N2C[C@H]3C([C@H]3C2)C(=O)OCC)C(=CC=C1)Cl ethyl (1R,5S,6s)-3-(5-((2,6-dichlorobenzyl) oxy)-2,3-dihydro-1H-inden-1-yl)-3-azabicyclo[3.1.0]hexane-6-carboxylate